N-(2-(3-(4-methylnaphthalene-1-yl)propionamido)ethyl)-1,4-diazabicyclo[2.2.2]Octane-2-carboxamide CC1=CC=C(C2=CC=CC=C12)CCC(=O)NCCNC(=O)C1N2CCN(C1)CC2